C(CCCO)O 1,4-n-butanediol